(R)-7-((5-(2-(methoxymeth-yl)morpholino)pyridin-2-yl)amino)-4-(7-methylimidazo[1,2-a]pyrimidin-3-yl)isoindolin-1-one COC[C@@H]1OCCN(C1)C=1C=CC(=NC1)NC=1C=CC(=C2CNC(C12)=O)C1=CN=C2N1C=CC(=N2)C